5-chloro-indan-2-amine hydrochloride Cl.ClC=1C=C2CC(CC2=CC1)N